NCC=1N=C2N(C=C(C=C2N2CC3(CN(C3)C(=O)OC(C)(C)C)C2)C2CC2)C1 tert-butyl 6-(2-(aminomethyl)-6-cyclopropylimidazo[1,2-a]pyridin-8-yl)-2,6-diazaspiro[3.3]heptane-2-carboxylate